ClC1=NC=2N(C(=C1C1=C(C=C(C#N)C=C1F)F)N1CCCCC1)N=CN2 4-(5-chloro-7-(piperidin-1-yl)-[1,2,4]triazolo[1,5-a]pyrimidin-6-yl)-3,5-difluorobenzonitrile